tert-Butyl (3R)-3-[[(4aR,10bS)-3,4,4a,5,6,10b-hexahydro-2H-1,10-phenanthrolin-1-yl]methyl]-5-(3-oxomorpholin-4-yl)-3,4-dihydro-1H-isoquinoline-2-carboxylate N1(CCC[C@H]2CCC3=CC=CN=C3[C@@H]12)C[C@@H]1N(CC2=CC=CC(=C2C1)N1C(COCC1)=O)C(=O)OC(C)(C)C